C(CC)OC=1C=C2CCCC(C2=CC1)CNC=1C=NC=CC1C(=O)O 3-{[(6-propoxy-1,2,3,4-tetrahydronaphthalen-1-yl)methyl]amino}pyridine-4-carboxylic acid